racemic-6-propylamino-4,5,6,7-tetrahydro-1,3-benzothiazole-2-amine C(CC)N[C@H]1CC2=C(N=C(S2)N)CC1 |r|